N1-(2-(didodecylamino)ethyl)-N1,N4,N4-tridodecyl-1,4-piperazinediethanamine C(CCCCCCCCCCC)N(CCN(CCN1CCN(CC1)CCN(CCCCCCCCCCCC)CCCCCCCCCCCC)CCCCCCCCCCCC)CCCCCCCCCCCC